3-((2-bromo-6-chloro-7-fluoro-1-(1-methyl-1H-pyrazol-4-yl)-1H-indol-3-yl)thio)-2-fluorobenzoic acid BrC=1N(C2=C(C(=CC=C2C1SC=1C(=C(C(=O)O)C=CC1)F)Cl)F)C=1C=NN(C1)C